ClC1=C(C(=O)N(CC=2OC=CC2)CC2=C(C=C(C=C2)N(CC)CC)N(S(=O)(=O)C=2C=CC3=C(C(=C(O3)C(=O)OCC)C)C2)CC)C=CC=C1 ethyl 5-(N-(2-((2-chloro-N-(furan-2-ylmethyl) benzamidyl) methyl)-5-(diethylamino) phenyl)-N-ethylsulfamoyl)-3-methylbenzofuran-2-carboxylate